1-(3-Fluoro-4-nitrophenyl)-4-(piperidin-4-yl)piperazine hydrochloride Cl.FC=1C=C(C=CC1[N+](=O)[O-])N1CCN(CC1)C1CCNCC1